dimethyl 2-chloro-6-cyanopyridine-3,5-dicarboxylate ClC1=NC(=C(C=C1C(=O)OC)C(=O)OC)C#N